1-(4-((4-((4-((2-((3R,4S)-3,4-dimethoxypyrrolidin-1-yl)pyridin-4-yl)oxy)-2-fluorophenyl)amino)-7-methoxyquinazolin-6-yl)amino)piperidin-1-yl)prop-2-en-1-one CO[C@@H]1CN(C[C@@H]1OC)C1=NC=CC(=C1)OC1=CC(=C(C=C1)NC1=NC=NC2=CC(=C(C=C12)NC1CCN(CC1)C(C=C)=O)OC)F